(S)-5-((1-(3-(4-(5-(1,1-Difluoroethyl)pyrimidin-2-yl)piperazin-1-yl)-3-oxopropoxy)propan-2-yl)amino)-4-(trifluoromethyl)pyridazin-3(2H)-one FC(C)(F)C=1C=NC(=NC1)N1CCN(CC1)C(CCOC[C@H](C)NC1=C(C(NN=C1)=O)C(F)(F)F)=O